ClC1=NC=C(C=N1)CN1C(C=CC=C1)=NC(C(F)(F)F)=O N-[1-[(2-chloropyrimidin-5-yl)methyl]-2-pyridylidene]-2,2,2-trifluoroacetamide